N-(3-oxo-3-(7-(4-(trifluoromethyl)phenoxy)-3,4-dihydroisoquinolin-2(1H)-yl)propyl)-methanesulfonamide O=C(CCNS(=O)(=O)C)N1CC2=CC(=CC=C2CC1)OC1=CC=C(C=C1)C(F)(F)F